2-[2-(cyclopropylmethyl)cyclopropyl]-4,4,5,5-tetraMethyl-1,3,2-dioxaborolane C1(CC1)CC1C(C1)B1OC(C(O1)(C)C)(C)C